1,3,5-Tris-[3-(dimethylamino)propyl]hexahydro-1,3,5-triazin CN(CCCN1CN(CN(C1)CCCN(C)C)CCCN(C)C)C